3-{5-[6-(trifluoromethyl)pyridin-2-yl]-1,3,4-thiadiazol-2-yl}piperidine-1-carboxylic acid FC(C1=CC=CC(=N1)C1=NN=C(S1)C1CN(CCC1)C(=O)O)(F)F